C(C=C)(=O)OCC(C(C(=O)N1[C@@H](CCCC1)C(=O)O[C@H](CCC1=CC(=C(C=C1)OC)OC)C1=CC=CC(=N1)NC(CCC(=O)O)=O)=O)(C)C 4-(6-((R)-1-((S)-1-(4-(acryloyloxy)-3,3-dimethyl-2-oxobutanoyl)piperidine-2-carbonyloxy)-3-(3,4-dimethoxyphenyl)propyl)pyridin-2-ylamino)-4-oxobutanoic acid